ClS(=O)(=O)C=1C=C(C[C@@H]2N(C[C@@H](N(C[C@@H](N(C[C@@H](N(C2)CC(=O)O)CC2=CC(=C(C=C2)OC)S(=O)(=O)Cl)CC(=O)O)CC2=CC(=C(C=C2)OC)S(=O)(=O)Cl)CC(=O)O)CC2=CC(=C(C=C2)OC)S(=O)(=O)Cl)CC(=O)O)C=CC1OC 2,2',2'',2'''-((2S,5S,8S,11S)-2,5,8,11-tetrakis(3-(chlorosulfonyl)-4-methoxybenzyl)-1,4,7,10-tetraazacyclododecane-1,4,7,10-tetrayl)tetraacetic acid